(R)-4-((1-(Hydroxymethyl)cyclobutyl)amino)-2-(6-(1-methyl-1H-pyrazol-5-yl)-3,4-dihydroisoquinolin-2(1H)-yl)-6,7-dihydrothieno[3,2-d]pyrimidine 5-oxide OCC1(CCC1)NC=1C2=C(N=C(N1)N1CC3=CC=C(C=C3CC1)C1=CC=NN1C)CC[S@]2=O